C(C=C)(=O)OCCCCO butane-1,4-diol monoacrylate